CS(=O)(=O)OOS(=O)(=O)C methylsulfonyloxy (methanesulfonate)